C(C)(C)(C)OC(NC1(CC1)CNC(C1=CC=C(C=C1)C1=NC(=CN=C1)C=1C=NC=C(C1)F)=O)=O tert-butyl-(1-((4-(6-(5-fluoropyridin-3-yl)pyrazin-2-yl)benzamido)methyl)cyclopropyl)carbamate